ClC1=C2C=CNC2=C(C=C1F)CC(C(=O)N(C)OC)NC(OC(C)(C)C)=O tert-butyl (3-(4-chloro-5-fluoro-1H-indol-7-yl)-1-(methoxy(methyl)amino)-1-oxopropan-2-yl)carbamate